ClC=1C=C2C=CC=NC2=C(C1)COC1=CC=CC(=N1)C1CCN(CC1)CC1=NC2=C(N1C[C@H]1OCC1)C=C(C=C2)C(=O)[O-] (S)-2-((4-(6-((6-chloroquinolin-8-yl)methoxy)pyridin-2-yl)piperidin-1-yl)methyl)-1-(oxetan-2-ylmethyl)-1H-benzo[d]imidazole-6-carboxylate